FC=1C=C(C(=O)OC(C)C)C=C(C1[N+](=O)[O-])OC(C)C isopropyl 3-fluoro-5-isopropoxy-4-nitrobenzoate